N(=O)N1C(C(CCC1)C(F)(F)F)C(=O)O 1-nitroso-3-(trifluoromethyl)piperidine-2-carboxylic acid